3,4,5-trimethylbromobenzene CC=1C=C(C=C(C1C)C)Br